NC1=NC=2C=NC(=CC2C2=C1COC2)C(=O)N2C(CC[C@@H](C2)C)C=2C=C1C3(C(NC1=C(C2)F)=O)CC3 5'-((5S)-1-(4-amino-1,3-dihydrofuro[3,4-c][1,7]naphthyridine-8-carbonyl)-5-methylpiperidin-2-yl)-7'-fluorospiro[cyclopropane-1,3'-indolin]-2'-one